FCCOC[C@H]1CN(CCN1C1=NC=NC=C1)C1=NC=C(C=N1)C#CC=1C=NC(=NC1)C=1C=NN(C1)C (R)-2-(3-((2-fluoroethoxy)methyl)-4-(pyrimidin-4-yl)piperazin-1-yl)-5-((2-(1-methyl-1H-pyrazol-4-yl)pyrimidin-5-yl)ethynyl)pyrimidine